CC1=CC=C(C=C1)S(=O)(=O)O.NCCCOC(=O)C=1N=NNC1 1H-1,2,3-triazole-4-carboxylic acid 3-aminopropyl ester 4-methylbenzenesulfonate